CN(C1CN(C1)C1=C(C=C(C=C1)C=1C(=NC(=NC1)NC=1C=NN(C1)C)NC=1C=C(C=CC1F)NC(C=C)=O)F)C N-(3-((5-(4-(3-(dimethylamino)azetidin-1-yl)-3-fluorophenyl)-2-((1-methyl-1H-pyrazol-4-yl)amino)pyrimidin-4-yl)amino)-4-fluorophenyl)acrylamide